FC1=C(C(=C(C=C1OC)OC)F)N1C(N(C2=C(C1)C=NC(=C2)C=2C(=NN(C2)C)C)C2=NC(=CN=C2)C)=O 3-(2,6-difluoro-3,5-dimethoxyphenyl)-7-(1,3-dimethyl-1H-pyrazol-4-yl)-1-(6-methylpyrazin-2-yl)-3,4-dihydropyrido[4,3-d]pyrimidin-2(1H)-one